(7-chloro-3,4-dihydro-2H-benzo[b][1,4]oxazin-2-yl)methylamine ClC=1C=CC2=C(OC(CN2)CN)C1